(S)-4-(8-amino-3-(1-but-2-ynoylpyrrolidin-2-yl)imidazo[1,5-a]pyrazin-1-yl)-N-(4-methoxypyridin-2-yl)benzamide NC=1C=2N(C=CN1)C(=NC2C2=CC=C(C(=O)NC1=NC=CC(=C1)OC)C=C2)[C@H]2N(CCC2)C(C#CC)=O